C[Sn](Cl)(Cl)Cl monomethyltin trichloride